(11S,12S)-12-(2-chlorophenyl)-11-cyclopropyl-7-fluoro-2,3,10-triazatricyclo[7.3.1.0{5,13}]tridec-1,5(13),6,8-tetraen-4-one ClC1=C(C=CC=C1)[C@H]1[C@@H](NC2=CC(=CC=3C(NN=C1C32)=O)F)C3CC3